6-METHOXY-2-PHENYL-N-(4-(TRIFLUOROMETHOXY)PHENYL)-1H-IMIDAZO[4,5-B]PYRAZIN-5-AMINE COC1=C(N=C2C(=N1)NC(=N2)C2=CC=CC=C2)NC2=CC=C(C=C2)OC(F)(F)F